5-(2-propylphenyl)pentan-2,4-dien-1-ol C(CC)C1=C(C=CC=C1)C=CC=CCO